4-methyl-2-phenyl-Imidazole CC=1N=C(NC1)C1=CC=CC=C1